CSCC[C@@H](C(=O)[O-])N The molecule is the L-enantiomer of methioninate. It has a role as an Escherichia coli metabolite, a Saccharomyces cerevisiae metabolite and a plant metabolite. It is a conjugate base of a L-methionine. It is an enantiomer of a D-methioninate.